1-(1-cyanocyclopropyl)-3-(5-((2,3-dihydrobenzo[b][1,4]dioxin-5-yl)amino)-7-(methylamino)pyrazolo[1,5-a]pyrimidin-3-yl)urea C(#N)C1(CC1)NC(=O)NC=1C=NN2C1N=C(C=C2NC)NC2=CC=CC=1OCCOC12